propyl (fluoromethyl) sulfate S(=O)(=O)(OCCC)OCF